(R)-(4-((1-(3-(difluoromethyl)-2-fluorophenyl)ethyl)amino)-7-methoxy-2-methylquinazolin-6-yl)dimethylphosphine oxide FC(C=1C(=C(C=CC1)[C@@H](C)NC1=NC(=NC2=CC(=C(C=C12)P(C)(C)=O)OC)C)F)F